C1(CCCCC1)N1C=NC(=C1C1=CC=C(O1)C(=O)NC1=CC=C(C=C1)C(C)C)C1=CC=C(C=C1)F 5-(1-cyclohexyl-4-(4-fluorophenyl)-1H-imidazol-5-yl)-N-(4-isopropylphenyl)furan-2-carboxamide